3,3-difluoro-2,2-dimethyl-1-(7-methyl-2,3-dihydrobenzo[f][1,4]oxazepin-4(5H)-yl)propan-1-one FC(C(C(=O)N1CCOC2=C(C1)C=C(C=C2)C)(C)C)F